CN(C(C1=CC=C(C=C1)C=1C=NC(=NC1)NC1=CC2=C(OC[C@H]3N2C(CC3)=O)N=C1)=O)C (S)-N,N-dimethyl-4-(2-((9-oxo-6a,7,8,9-tetrahydro-6H-pyrido[2,3-b]pyrrolo[1,2-d][1,4]oxazin-2-yl)amino)pyrimidin-5-yl)benzamide